O1CCN(CC1)CC(=O)OC1=C(C=CC=C1)C1=CC=C(C=C1)C=1C=C2C=C(C(NC2=CC1Cl)=O)C1=CC(=CC=C1)CC(=O)OCC 4'-(7-chloro-3-(3-(2-ethoxy-2-oxoethyl) phenyl)-2-oxo-1,2-dihydroquinolin-6-yl)-[1,1'-biphenyl]-2-yl 2-morpholinoacetate